tert-butyl 1-(2-amino-4-isopropyl-7-oxo-thieno[2,3-d]pyridazin-6-yl)cyclopropanecarboxylate NC1=CC2=C(C(N(N=C2C(C)C)C2(CC2)C(=O)OC(C)(C)C)=O)S1